[5-methyl-2-[3-(3-methylazetidin-3-yl)pyrazol-1-yl]-4-pyridyl]pyridin-2-one CC=1C(=CC(=NC1)N1N=C(C=C1)C1(CNC1)C)C=1C(NC=CC1)=O